FC=1C=C2C(NN=C(C2=CC1F)[C@H](C)N(C(=O)C1=CC=C2C=CN(C2=C1)C)C)=O (S)-N-(1-(6,7-difluoro-4-oxo-3,4-dihydrophthalazin-1-yl)ethyl)-N,1-dimethyl-1H-indole-6-carboxamide